C(C)(C)(C)OC(=O)N1[C@@H](COCC1)C=1C=C(C=C2CCN(CC12)C(=O)N1C2CC(CC1CC2)=O)C=2C=C1C(=NC2)NC=C1Cl (3R)-3-(2-(3-oxo-8-azabicyclo[3.2.1]octane-8-carbonyl)-6-(3-chloro-1H-pyrrolo[2,3-b]pyridin-5-yl)-1,2,3,4-tetrahydroisoquinolin-8-yl)morpholine-4-carboxylic acid tert-butyl ester